C(C)(C)(C)OC(=O)N1CCCC2=CC(=C(C=C12)NCCCOCCOCCNC(OC(C)(C)C)=O)C(NC1=NC=C(C=C1)C)=O 7-(2,2-dimethyl-4-oxo-3,8,11-trioxa-5-aza-tetradecan-14-ylamino)-6-((5-methylpyridin-2-yl)carbamoyl)-3,4-dihydroquinoline-1(2H)-carboxylic acid tert-butyl ester